C(=O)C=1C=CC(N(C1C)C1=NC=CC=C1)=O 5-formyl-6-methyl-2-oxo-2H-[1,2'-bipyridine]